N[C@@H](CC(O)=O)C(=O)N[C@@H](CC1=CC=CC=C1)C(=O)O N-(L-α-aspartyl)-L-phenylalanine